CN(C)C(=S)N(C)C N,N',N'-tetramethylthiourea